FC1=C(C(=CC=C1)F)C1CC(=NO1)C=1N=C(SC1)C1CCN(CC1)C(CN1C(=NC2=C1C=CC=C2)F)=O 1-(4-(4-(5-(2,6-difluorophenyl)-4,5-dihydroisoxazol-3-yl)thiazol-2-yl)piperidin-1-yl)-2-(2-fluoro-1H-benzimidazol-1-yl)ethan-1-one